copper tetrakis[(4-chloro-3-butenyloxy)phenyl]porphyrin ClC=CCCOC1=C(C=CC=C1)C1=C2C=CC(C(=C3C=CC(=C(C=4C=CC(=C(C5=CC=C1N5)C5=C(C=CC=C5)OCCC=CCl)N4)C4=C(C=CC=C4)OCCC=CCl)N3)C3=C(C=CC=C3)OCCC=CCl)=N2.[Cu]